C(C)(C)(C)OC(N(CC(F)(F)F)CCCNC(=O)OCC1=CC=CC=C1)=O.C(#N)C=1C(=CC(=NC1)NC1=C(C=C(C=C1)N1CCN(CC1)C)C(C(=O)N)=C)NC1CCCCC1 (2-((5-cyano-4-(cyclohexylamino)pyridin-2-yl)amino)-5-(4-methylpiperazin-1-yl)phenyl)acrylamide Tert-butyl-(3-(((benzyloxy)carbonyl)amino)propyl)(2,2,2-trifluoroethyl)carbamate